ClC=1C=C(C=CC1C(=O)N1CCN(CC1)C(CN1CC(CC1)O)=O)NC(=O)C=1N(C(=CN1)C=1C(=NN(C1)C1=NC=C(C=C1)NC)C(F)(F)F)C N-[3-chloro-4-[4-[2-(3-hydroxypyrrolidin-1-yl)acetyl]piperazine-1-carbonyl]phenyl]-1-methyl-5-[1-[5-(methylamino)-2-pyridyl]-3-(trifluoromethyl)pyrazol-4-yl]imidazole-2-carboxamide